3-(hydroxy(5-(5-(2-hydroxypropan-2-yl)-1,2,4-oxadiazol-3-yl)pyridin-3-yl)(4-(pentafluoro-λ6-sulfaneyl)phenyl)methyl)-3-methylazetidine-1-carboxylic acid tert-butyl ester C(C)(C)(C)OC(=O)N1CC(C1)(C)C(C1=CC=C(C=C1)S(F)(F)(F)(F)F)(C=1C=NC=C(C1)C1=NOC(=N1)C(C)(C)O)O